BrC1=CC(N(C=C1)CC1=CC=CC=C1)=O 4-bromo-1-benzylpyridin-2(1H)-one